benzofuran-7-carboxamide O1C=CC2=C1C(=CC=C2)C(=O)N